1-(cyclohexylmethyl)-N-(4-(vinylsulfonyl)phenyl)-1H-pyrazolo[3,4-d]pyrimidin-6-amine C1(CCCCC1)CN1N=CC=2C1=NC(=NC2)NC2=CC=C(C=C2)S(=O)(=O)C=C